ClC=1C(=C(C=CC1)NC1=C(NC2=C1C(NC=C2)=O)C2=C(C=NC=C2)OCCNC)OC 3-((3-Chloro-2-methoxyphenyl)amino)-2-(3-(2-(methylamino)ethoxy)pyridin-4-yl)-1,5-dihydro-4H-pyrrolo[3,2-c]pyridin-4-one